(1s,4s)-4-((3-(4-(2-(2-aminopyridin-3-yl)-5-phenyl-3H-imidazo[4,5-b]pyridin-3-yl)phenyl)azetidin-1-yl)methyl)-1-methylcyclohexane-1-carboxylic acid NC1=NC=CC=C1C1=NC=2C(=NC(=CC2)C2=CC=CC=C2)N1C1=CC=C(C=C1)C1CN(C1)CC1CCC(CC1)(C(=O)O)C